(R)-Dibutyl 2-(2-nitro-1-phenylethyl)malonate [N+](=O)([O-])C[C@@H](C1=CC=CC=C1)C(C(=O)OCCCC)C(=O)OCCCC